3,4-Dimethoxybenzenesulfonic acid COC=1C=C(C=CC1OC)S(=O)(=O)O